C(C)OC(=O)C1=NN(C2=CC=CC(=C2C1=O)C=C)C1=CC=C(C=C1)OC(F)(F)F 4-oxo-1-[4-(trifluoromethoxy)phenyl]-5-vinyl-cinnoline-3-carboxylic acid ethyl ester